1-{1-[2-(1-phenyl-1H-pyrazol-4-yl)-1,3-thiazole-4-carbonyl]pyrrolidin-3-yl}methanamine C1(=CC=CC=C1)N1N=CC(=C1)C=1SC=C(N1)C(=O)N1CC(CC1)CN